5-{10-(naphthalen-2-yl)anthracen-9-yl}-2-{4-(pyridin-3-yl)phenyl}-2H-benzotriazole C1=C(C=CC2=CC=CC=C12)C1=C2C=CC=CC2=C(C2=CC=CC=C12)C1=CC=2C(=NN(N2)C2=CC=C(C=C2)C=2C=NC=CC2)C=C1